3-[1-(4-{3-chloro-5-[(E)-2-(3-trifluoromethyl-phenyl)-vinyl]-phenyl}-5-cyano-2H-[1,2,3]triazol-2-yl)-ethoxycarbonyloxy]-2,2-dimethyl-propionic acid ClC=1C=C(C=C(C1)\C=C\C1=CC(=CC=C1)C(F)(F)F)C1=NN(N=C1C#N)C(C)OC(=O)OCC(C(=O)O)(C)C